thiadiazolenon S1N=NC(C1)=O